6-bromoimidazo[1,2-a]pyridin-8-amine BrC=1C=C(C=2N(C1)C=CN2)N